C(C)C1=C(C(=C(C=C1)C)O)C 3-ethyl-2,6-xylenol